C(C1=CC=CC=C1)N1CC[NH+](CC1)CC(=O)N\N=C\C1=C(C(=CC=C1)CC=C)[O-] 2-[(E)-{2-[(4-benzylpiperazin-1-ium-1-yl)acetyl]hydrazinylidene}methyl]-6-(prop-2-en-1-yl)phenolate